N(=[N+]=[N-])CCOCCOCCOCCOCCNC([C@H](CCC(NCCOCCOCCOCCOCCN=[N+]=[N-])=O)NC(OC(C)(C)C)=O)=O tert-butyl (S)-(1,35-diazido-16,20-dioxo-3,6,9,12,24,27,30,33-octaoxa-15,21-diazapentatriacontan-17-yl)carbamate